COC(=O)C1(CC(C(C(C1)OC(=O)C=CC2=CC(=C(C=C2)O)O)OC(=O)C=CC3=CC(=C(C=C3)O)O)O)O 4,5-Di-O-caffeoylquinic acid methyl ester